N1CC(C1)C1=NN(C2=NC=CC(=C21)N2C([C@H](CC2)O)=O)C2=CC=C(C=C2)OC(F)(F)F (S)-1-(3-(azetidin-3-yl)-1-(4-(trifluoromethoxy)phenyl)-1H-pyrazolo[3,4-b]pyridin-4-yl)-3-hydroxypyrrolidin-2-one